6-[(3S,4S)-4-amino-3-methyl-2-oxa-8-azaspiro[4.5]decan-8-yl]-3-(4-chloro-2-ethyl-2H-indazol-5-yl)-5-methyl-1H,4H,5H-pyrazolo[3,4-d]pyrimidin-4-one N[C@@H]1[C@@H](OCC12CCN(CC2)C=2N(C(C1=C(N2)NN=C1C1=C(C2=CN(N=C2C=C1)CC)Cl)=O)C)C